13-cyclopropyl-N-(2-fluoro-2-methyl-propyl)-N-(2-trimethylsilylethoxymethyl)-12-azatetracyclo[8.4.0.03,8.04,6]tetradeca-1(10),2,8,11,13-pentaene-2-sulfonamide Potassium cyanide [C-]#N.[K+].C1(CC1)C=1N=CC=2C=C3CC4CC4C3=C(C2C1)S(=O)(=O)N(COCC[Si](C)(C)C)CC(C)(C)F